(7-amino-5-bromo-2,2-dioxido-1H,3H-benzo[e][1,3,4]oxathiazin-6-yl)(2-chloro-5-fluorophenyl)methanone NC=1C(=C(C2=C(NS(CO2)(=O)=O)C1)Br)C(=O)C1=C(C=CC(=C1)F)Cl